(1R,2S,5S)-3-(4-fluoro-1H-indole-2-carbonyl)-6,6-dimethyl-N-((S)-1-oxo-3-((S)-2-oxopyrrolidin-3-yl)propan-2-yl)-3-azabicyclo[3.1.0]hexane-2-carboxamide FC1=C2C=C(NC2=CC=C1)C(=O)N1[C@@H]([C@H]2C([C@H]2C1)(C)C)C(=O)N[C@H](C=O)C[C@H]1C(NCC1)=O